2-(1-ethoxyvinyl)-4-isopropoxypyridine C(C)OC(=C)C1=NC=CC(=C1)OC(C)C